ClC1=CC(=C(OCC2=CC=CC(=N2)OC2=CC=C(C=C2)CC(=O)O)C=C1)F 2-(4-((6-((4-chloro-2-fluorophenoxy)methyl)pyridin-2-yl)oxy)phenyl)acetic acid